FC1=C2C(=NN(C2=CC=C1)C(=O)OCCCC)I butyl 4-fluoro-3-iodo-indazole-1-carboxylate